4-[5-ethylsulfonyl-6-[3-methyl-6-(trifluoromethyl)imidazo[4,5-c]pyridin-2-yl]-3-pyridinyl]thiomorpholin-3-one C(C)S(=O)(=O)C=1C=C(C=NC1C1=NC2=C(C=NC(=C2)C(F)(F)F)N1C)N1C(CSCC1)=O